NCCOC(C=C)=O acrylic acid-2-aminoethyl ester